2-((6-(3,5-dimethylisoxazol-4-yl)-1-methyl-2-oxo-4-phenyl-1,4-dihydroquinazolin-3(2H)-yl)methyl)-1H-benzo[d]Imidazole-4-carboxamide CC1=NOC(=C1C=1C=C2C(N(C(N(C2=CC1)C)=O)CC1=NC2=C(N1)C=CC=C2C(=O)N)C2=CC=CC=C2)C